C(CCCCCCCCCCCCCCCCC)OC(CCCCCCC\C=C/CCCCCCCC)=O oleic acid stearyl ester